4,6-dihydrazinyl-1,3,5-triazine N(N)C1=NC=NC(=N1)NN